Cl.N[C@@]1(C([C@@H](CCC1)O)=O)C1=C(C=CC=C1)Cl (2r,6r)-2-amino-2-(2-chlorophenyl)-6-hydroxycyclohexanone hydrochloride